O1C=C(C2=C1C=CC=C2)C[C@H](NC(CC2=C1N(C3=CC=CC=C23)CCCC1=O)=O)B(O)O (R)-(2-(benzofuran-3-yl)-1-(2-(9-oxo-6,7,8,9-tetrahydropyrido[1,2-a]indol-10-yl)acetamido)ethyl)boronic acid